2-({4-[(2R)-2-(4-cyano-2-fluorophenyl)-2-methyl-1,3-benzodioxol-4-yl]piperidin-1-yl}methyl)-1-[(2S)-oxetan-2-ylmethyl]-1H-benzimidazole-6-carboxylic acid C(#N)C1=CC(=C(C=C1)[C@]1(OC2=C(O1)C=CC=C2C2CCN(CC2)CC2=NC1=C(N2C[C@H]2OCC2)C=C(C=C1)C(=O)O)C)F